diethyl 2-(3-(1,3-dioxolan-2-yl) phenyl)-2-methylmalonate O1C(OCC1)C=1C=C(C=CC1)C(C(=O)OCC)(C(=O)OCC)C